5-(3-hydroxypropyl)thiazole-4-carboxylate OCCCC1=C(N=CS1)C(=O)[O-]